2,5-dihydroxyl-isophthalaldehyde OC1=C(C=O)C=C(C=C1C=O)O